3-(1-ethyl-3-methyl-1H-pyrazol-5-yl)-6-methoxy-5H-pyridine C(C)N1N=C(C=C1C1=CN=C(CC1)OC)C